2-(3-methyl-1-((S)-tetrahydrofuran-3-yl)-1H-indazol-4-yl)-2-(3-((5-(5,6,7,8-tetrahydro-1,8-naphthyridin-2-yl)pentyl)oxy)azetidin-1-yl)acetic acid CC1=NN(C2=CC=CC(=C12)C(C(=O)O)N1CC(C1)OCCCCCC1=NC=2NCCCC2C=C1)[C@@H]1COCC1